tert-butyl (3R,4R)-4-{[7-cyclopropoxy-4-(1-methyl-3-phenyl-1H-pyrazol-4-yl) quinazolin-6-yl] oxy}-3-fluoropiperidine-1-carboxylate C1(CC1)OC1=C(C=C2C(=NC=NC2=C1)C=1C(=NN(C1)C)C1=CC=CC=C1)O[C@H]1[C@@H](CN(CC1)C(=O)OC(C)(C)C)F